C(C1=CC=CC=C1)C1=NOC(=N1)CNC(NC1=CC=C(C=C1)OC)=O 3-[(3-benzyl-1,2,4-oxa-diazol-5-yl)methyl]-1-(4-methoxyphenyl)urea